1-(4-chloro-2-fluorophenyl)-3-(1-(4-(2,6-dioxopiperidin-3-yl)-5-fluoro-2,3-dihydrobenzofuran-7-yl)azetidin-3-yl)urea ClC1=CC(=C(C=C1)NC(=O)NC1CN(C1)C1=CC(=C(C=2CCOC21)C2C(NC(CC2)=O)=O)F)F